[Ca].C(C)C1=CC(=CS1)CCO 2-(5-ethyl-3-thienyl)ethanol calcium